2-(3,5-Dichloro-4-((2-(2-isopropylphenyl)-4-methylquinolin-6-yl)oxy)phenyl)-3,5-dioxo-2,3,4,5-tetrahydro-1,2,4-triazine-6-carbonitrile ClC=1C=C(C=C(C1OC=1C=C2C(=CC(=NC2=CC1)C1=C(C=CC=C1)C(C)C)C)Cl)N1N=C(C(NC1=O)=O)C#N